[Ti](Cl)(Cl)(Cl)Cl.OC1(CCCC1)C1(CCCC1)O 1-(1-HYDROXYCYCLOPENTYL)CYCLOPENTAN-1-OL Titanium (IV) chloride